BrC=1C=CC=C2CN(C(C12)=O)CCC1CC(CC1)O 7-bromo-2-(2-(3-hydroxycyclopentyl)ethyl)isoindolin-1-one